6-bromo-3-hydroxy-3-methyl-2,3-dihydro-1H-isoindol-1-one BrC1=CC=C2C(NC(C2=C1)=O)(C)O